azetidine-4-carboxylate N1CCC1C(=O)[O-]